C(C)(C)(C)OC(N(C1=CC(=CC=C1)C(F)(F)F)C=1SC=C(N1)C1=C(C=C(C(=C1)N)F)F)=O (4-(5-amino-2,4-difluorophenyl)thiazol-2-yl)(3-(trifluoromethyl)phenyl)carbamic acid tert-butyl ester